C(C)(C)(C)OC(=O)N1CCN(CC1)C1=NC=C(C=C1)C=1C=2N(C=C(C1)C=1C=NN(C1)C)N=C(C2C#N)N 4-(5-(2-amino-3-cyano-6-(1-methyl-1H-pyrazol-4-yl)pyrazolo[1,5-a]pyridin-4-yl)pyridin-2-yl)piperazine-1-carboxylic acid tert-butyl ester